ClC1=NC(=CC(=C1)N1CC(C1)OC)C1=NN(N=C1)C 2-chloro-4-(3-methoxyazetidin-1-yl)-6-(2-methyl-2H-1,2,3-triazol-4-yl)pyridine